C1(=CC=CC=C1)NC1=CC=C(C=C1)NC(CCCCCC)C N-phenyl-N'-(1-methylheptyl)-p-phenylenediamine